CC1(OB(OC1(C)C)C=1C=C2C=CNC(C2=CC1)=O)C 6-(4,4,5,5-tetramethyl-1,3,2-dioxaborolan-2-yl)isoquinolin-1(2H)-one